OC[C@@]12C[C@H](N(C2C1)C(=O)OC(C)(C)C)C(=O)OCC 2-(tert-butyl) 3-ethyl (3S,5R)-5-(hydroxymethyl)-2-azabicyclo[3.1.0]hexane-2,3-dicarboxylate